N=1CC=CC=CC1 2H-azepin